4-bromo-3,3-dimethyl-1-tetrahydropyran-2-yl-pyrrolo[2,3-b]Pyridin-2-one BrC1=C2C(=NC=C1)N(C(C2(C)C)=O)C2OCCCC2